Cl.FC(C1(CCC1)CN)(F)F [1-(trifluoromethyl)cyclobutyl]methylamine hydrochloride